ClC1=CC=C(C=C1)C(C(F)(F)F)N(S(=O)(=O)C=1C=C2N=CC(N(C2=CC1)C)=O)CC N-(1-(4-chlorophenyl)-2,2,2-trifluoroethyl)-N-ethyl-1-methyl-2-oxo-1,2-dihydroquinoxaline-6-sulfonamide